C(C)OC(=O)C=1CN(CCC1CC=C)C(=O)OC(C)(C)C 4-allyl-5,6-dihydropyridine-1,3-dicarboxylic acid 1-tert-butyl 3-ethyl ester